ClC1=NC2=C(C(=C(C(=C2C(=N1)O)F)Cl)C=1C(=CC=C2C=NN(C12)C)F)F 2,6-dichloro-5,8-difluoro-7-(6-fluoro-1-methylindazol-7-yl)quinazolin-4-ol